N1,N1-dimethyl-N3-(5-(pyridin-2-yl)pyrazin-2-yl)propane-1,3-diamine CN(CCCNC1=NC=C(N=C1)C1=NC=CC=C1)C